2-((4-(2,7-diazaspiro[3.5]nonan-2-yl)pyrimidin-5-yl)oxy)-5-fluoro-N-isopropyl-N-(2,2,2-trifluoroethyl)benzamide C1N(CC12CCNCC2)C2=NC=NC=C2OC2=C(C(=O)N(CC(F)(F)F)C(C)C)C=C(C=C2)F